O[C@H]1[C@H]2[C@@H]3CC[C@H]([C@@H](CCCC(C)C)C)[C@]3(CC[C@@H]2[C@]2(CCC(C=C2C1)=O)C)C 7α-Hydroxy-3-oxocholest-4-en